N1N=NC2=C1C(=CC=C2)C=2C=C(C=CC2)C[C@H](C(=O)NC)NC(=O)C=2C=C1CCC(C1=CC2)=O (R)-N-(3-(3-(1H-benzo[d][1,2,3]triazol-7-yl)phenyl)-1-(methylamino)-1-oxopropan-2-yl)-1-oxo-2,3-dihydro-1H-indene-5-carboxamide